N'-(2-chlorophenyl)-2-pyridineformylhydrazine ClC1=C(C=CC=C1)N(N)C(=O)C1=NC=CC=C1